2-(difluoromethyl)-5-(3-fluoro-4-((4-(3-fluoro-4-(piperazin-1-yl)phenyl)-1H-1,2,3-triazol-1-yl)methyl)phenyl)-1,3,4-oxadiazole FC(C=1OC(=NN1)C1=CC(=C(C=C1)CN1N=NC(=C1)C1=CC(=C(C=C1)N1CCNCC1)F)F)F